C(C(=C)C)(=O)OCCOCCOCCOCCOCCOCCNC(CC#N)=O 1-cyano-2-oxo-6,9,12,15,18-pentaoxa-3-azaicosan-20-yl methacrylate